(2R,3S,4R,5S)-4-[[4-Cyclopropyl-3-(3,4-Difluoro-2-methoxy-phenyl)-5-methyl-5-(trifluoromethyl)tetrahydrofuran-2-carbonyl]amino]pyridin-2-carboxamid C1(CC1)[C@@H]1[C@H]([C@@H](O[C@@]1(C(F)(F)F)C)C(=O)NC1=CC(=NC=C1)C(=O)N)C1=C(C(=C(C=C1)F)F)OC